BrC1=CC=C2C(=C(C(=NC2=C1)O)C)O 7-bromo-3-methylquinoline-2,4-diol